C(OCC=1C(O)=CC=CC1)(OCC=1C(O)=CC=CC1)=O disalicyl carbonate